N-[(1S)-1-[[1-[(1SR)-1-(3-chloro-6-oxo-1H-pyridazin-5-yl)-3,3-difluoro-propyl]-3-fluoro-pyrazol-4-yl]carbamoyl]-2,2-dicyclopropyl-ethyl]-2-ethyl-pyrazole-3-carboxamide ClC1=NNC(C(=C1)[C@H](CC(F)F)N1N=C(C(=C1)NC(=O)[C@H](C(C1CC1)C1CC1)NC(=O)C=1N(N=CC1)CC)F)=O |&1:7|